OC1CC(C1)C1=NC(=NO1)N[C@@H]1C[C@H](CC1)NC1=CC=C(C=N1)N1N=CC=CC1=O 2-(6-(((1S,3S)-3-((5-(3-hydroxycyclobutyl)-1,2,4-oxadiazol-3-yl)amino)cyclopentyl)amino)pyridin-3-yl)pyridazin-3(2H)-one